1-phenylethyl-4-nitro-peroxybenzoate C1(=CC=CC=C1)C(C)OOC(C1=CC=C(C=C1)[N+](=O)[O-])=O